BrC1=CC(=C2C(=NC=NN21)N)CN2CC(CC2)C(F)(F)F 7-bromo-5-((3-(trifluoromethyl)pyrrolidin-1-yl)methyl)pyrrolo[2,1-f][1,2,4]triazin-4-amine